FC1=CC=C(C=C1)C(=O)C1=CNC=2N=C(N=C(C21)NC2CCC(CC2)CO)NC2=CC=C(C=C2)N2CCOCC2 (4-fluorophenyl)(4-(((1s,4s)-4-(hydroxymethyl)cyclohexyl)amino)-2-((4-morpholinophenyl)amino)-7H-pyrrolo[2,3-d]pyrimidin-5-yl)methanone